BrC1=C(C=C(C(=O)N2CC=3N(C(N4C3C(N(CCC4)C)=O)=O)CC2)C=C1)Cl 2-(4-bromo-3-chlorobenzoyl)-11-methyl-1,2,3,4,8,9,10,11-octahydro-6H,12H-pyrazino[1',2':3,4]imidazo[1,5-a][1,4]diazepine-6,12-dione